FC=1C=C(C=C(C1)F)S(=O)(=O)NC=1C=C2C(=NNC2=CC1)C=CC=1C=NN(C1)CC(=O)N(C)C 2-(4-(2-(5-((3,5-difluorophenyl)sulphonamido)-1H-indazol-3-yl)vinyl)-1H-pyrazol-1-yl)-N,N-dimethylacetamide